ClC1=C(C=CC=C1)N1C=COC2=C1C=CC=C2 4-(2-chlorophenyl)-1,4-benzoxazine